(6S)-6-[3-(4-tert-Butylanilino)-2-chlorophenyl]-2-imino-6-methyl-3-(tetrahydropyran-4-yl)hexahydropyrimidin-4-one C(C)(C)(C)C1=CC=C(NC=2C(=C(C=CC2)[C@@]2(CC(N(C(N2)=N)C2CCOCC2)=O)C)Cl)C=C1